C(#N)[C@H]1N(CCC1)C(CN1C[C@H](CC1)NC(=O)C=1C=NC2=CC=CC=C2C1)=O N-((S)-1-(2-((S)-2-cyanopyrrolidin-1-yl)-2-oxoethyl)pyrrolidin-3-yl)quinoline-3-carboxamide